OC=1C(=NC=CC1)C(=N)N hydroxypicolinamidine